(3,4-dihydro-1H-isoquinolin-2-yl)-2-pyridin-2-yl-4,5,6,7-tetrahydro-2H-indazol-3-ol C1N(CCC2=CC=CC=C12)C1C2=C(N(N=C2CCC1)C1=NC=CC=C1)O